diphenyl(2,4,6-trimethylbenzoyl)phosphine C1(=CC=CC=C1)P(C(C1=C(C=C(C=C1C)C)C)=O)C1=CC=CC=C1